N-(6-fluoro-2-((1r,4r)-4-(hydroxymethyl)cyclohexyl)-2H-indazol-5-yl)-6-(trifluoromethyl)picolinamide FC=1C(=CC2=CN(N=C2C1)C1CCC(CC1)CO)NC(C1=NC(=CC=C1)C(F)(F)F)=O